(1-methylcyclohexyl)hydrazine CC1(CCCCC1)NN